C[C@@H]1CN(C[C@@H](N1)C)C1=CC=CC(=N1)CNC=1C2=C(N=CN1)NC=C2C=2C=NC=CC2 N-((6-((3R,5S)-3,5-Dimethylpiperazin-1-yl)pyridin-2-yl)methyl)-5-(pyridin-3-yl)-7H-pyrrolo[2,3-d]pyrimidin-4-amine